C1(=CC=CC=C1)S(=O)(=O)OC(C(COC(C1=CC=CC=C1)=O)CC)CCC 2-ethyl-1,3-hexanediol benzoate benzenesulfonate